BrC1=C(C=C2C(=NC(=NC2=C1F)OC[C@H]1N(CCC1)C)N1CCC(CC1)O)CCC#N (S)-3-(7-bromo-8-fluoro-4-(4-hydroxypiperidin-1-yl)-2-((1-methylpyrrolidin-2-yl)methoxy)quinazolin-6-yl)propanenitrile